C(C)C=1C(=C(C(=O)O)C=CC1)OCCOC(C1=CC=CC=C1)=O.C(C1=CC=CC=C1)(=O)O.C(C1=CC=CC=C1)(=O)O.C(COCCO)O diethylene glycol dibenzoate (ethyl-2-(2-benzoyloxyethoxy)benzoate)